propyl-(triethoxy)silane ethyl-(S)-3-(6-fluorobiphenyl-3-yl)-3-(3-(4-hydroxy-1,5-dimethyl-2-oxo-1,2-dihydropyridin-3-yl)ureido)propanoate C(C)OC(C[C@H](NC(=O)NC=1C(N(C=C(C1O)C)C)=O)C=1C=C(C(=CC1)F)C1=CC=CC=C1)=O.C(CC)[Si](OCC)(OCC)OCC